((5-(((6-amino-3-fluoropyridin-2-yl)methoxy)methyl)-3-bromo-2-methoxyphenyl)amino)-6-chloro-N-(methyl-d3)pyridazine-3-carboxamide NC1=CC=C(C(=N1)COCC=1C=C(C(=C(C1)NC1=C(N=NC(=C1)Cl)C(=O)NC([2H])([2H])[2H])OC)Br)F